COC=1C=C(C=C(C1)OC)C=1C=C2C=CC(OC2=C(C1)F)=N 6-(3,5-dimethoxyphenyl)-8-fluoro-2-imino-2H-chromene